CN1CCN(CC1)CC1=CC=C(C=C1)B(O)O (4-((4-methylpiperazin-1-yl)methyl)phenyl)boronic acid